methyl 5-(4-(L-valyl-L-valyl-L-valyl)piperazine-1-carbonyl)-2-(2-(4-fluorophenyl)butanamido)-4-methylthiophene-3-carboxylate N[C@@H](C(C)C)C(=O)N[C@@H](C(C)C)C(=O)N[C@@H](C(C)C)C(=O)N1CCN(CC1)C(=O)C1=C(C(=C(S1)NC(C(CC)C1=CC=C(C=C1)F)=O)C(=O)OC)C